N-methoxy-1-(3-methoxypropyl)-N,2,5-trimethyl-1H-pyrrole-3-carboxamide CON(C(=O)C1=C(N(C(=C1)C)CCCOC)C)C